{2-(3,4-epoxycyclohexyl)ethyl}triethoxysilane C1(CC2C(CC1)O2)CC[Si](OCC)(OCC)OCC